1-(3,5-bis(trifluoromethyl)phenyl)-3-(1H-indol-5-yl)urea FC(C=1C=C(C=C(C1)C(F)(F)F)NC(=O)NC=1C=C2C=CNC2=CC1)(F)F